(E)-3-(1-(2,6-dioxopyridin-3-yl)-3-methyl-1H-indazol-4-yl)acrylic acid O=C1NC(C=CC1N1N=C(C2=C(C=CC=C12)/C=C/C(=O)O)C)=O